tert-butyl-3-(7-bromo-6-chloro-8-fluoro-2-(((2R,7aS)-2-fluorotetrahydro-1H-pyrrolizin-7a(5H)-yl)methoxy)quinazolin-4-yl)-3,8-diazabicyclo[3.2.1]octane-8-carboxylate C(C)(C)(C)OC(=O)N1C2CN(CC1CC2)C2=NC(=NC1=C(C(=C(C=C21)Cl)Br)F)OC[C@]21CCCN1C[C@@H](C2)F